Pentafluoro(2-phenyl-2-(prop-2-yn-1-yloxy)propyl)-λ6-sulfan FS(CC(C)(OCC#C)C1=CC=CC=C1)(F)(F)(F)F